COC1=C(CN2CC3(C2)CC(C3)CCOC=3C=C2C(N(C(C2=CC3)=O)C3C(NC(CC3)=O)=O)=O)C(=CC(=C1)C1=CN(C(C3=CN=CC=C13)=O)C)OC 5-(2-(2-(2,6-Dimethoxy-4-(2-Methyl-1-Oxo-1,2-Dihydro-2,7-Naphthyridin-4-Yl)Benzyl)-2-Azaspiro[3.3]Heptan-6-Yl)Ethoxy)-2-(2,6-Dioxopiperidin-3-Yl)Isoindoline-1,3-Dione